C(N(C1CCC(CC1)N)C([2H])([2H])[2H])([2H])([2H])[2H] N1,N1-bis(methyl-d3)cyclohexane-1,4-diamine